ClC=1N=C(C=2N=C(N(C(C2N1)=O)C)C)Cl 6,8-dichloro-2,3-dimethylpyrimido[5,4-d]pyrimidin-4(3H)-one